CC(C(=O)OCC(C)(C1=CC(=CC=C1)C(F)(F)F)NC(NC1=C(C=CC=C1CNC(N(C)CC)=O)N)=S)(C)C 2-({[2-amino-6-({[ethyl(methyl)carbamoyl]amino}methyl)phenyl]carbamothioyl}amino)-2-[3-(trifluoromethyl)phenyl]propyl 2,2-dimethylpropanoate